N-octadecyl-N-dodecyl-tolyl-ammonium tetrakis(perfluorophenyl)borate FC1=C(C(=C(C(=C1F)F)F)F)[B-](C1=C(C(=C(C(=C1F)F)F)F)F)(C1=C(C(=C(C(=C1F)F)F)F)F)C1=C(C(=C(C(=C1F)F)F)F)F.C(CCCCCCCCCCCCCCCCC)[NH+](CCCCCCCCCCCC)C1=C(C=CC=C1)C